ClC1=CC=C(C=C1)NC(NCCC1=CC(=CC(=C1)OC)OC)=O 3-(4-Chlorophenyl)1-[2-(3,5-dimethoxyphenyl)ethyl]urea